Ethyl-propan-2-ylcarbamic acid C(C)N(C(O)=O)C(C)C